CC=1C(C2=CC(=CC=C2C1)C)=O 2,6-dimethyl-indenone